C(C)OC(=O)C=1C(N(C(=C(C1C)C=C)C)C1=CC=C(C=C1)F)=O 1-(4-fluorophenyl)-4,6-Dimethyl-2-oxo-5-vinyl-1,2-dihydropyridine-3-carboxylic acid ethyl ester